3-(acetyl-(2,6-dimethylphenyl)carbamoyl)-1-((2,6-dimethylphenyl)amino)-7-methoxy-2-naphthoic acid ethyl ester C(C)OC(=O)C1=C(C2=CC(=CC=C2C=C1C(N(C1=C(C=CC=C1C)C)C(C)=O)=O)OC)NC1=C(C=CC=C1C)C